ClC=1C=C2C(=CNC2=CC1F)NC(=O)N1CC2=CC=C(C=C2C1)C1=CC2=C(OC(O2)(F)F)C=C1 N-(5-chloro-6-fluoro-1H-indol-3-yl)-5-(2,2-difluorobenzo[d][1,3]dioxol-5-yl)isoindoline-2-carboxamide